(3S,4S)-1-benzyl-N,4-dimethylpiperidine-3-amine dihydrochloride Cl.Cl.C(C1=CC=CC=C1)N1C[C@H]([C@H](CC1)C)NC